p-coumaric acid methyl ester COC(\C=C\C1=CC=C(C=C1)O)=O